FC(CN1N=C(C=2C1=CN=CC2)C(=O)OCC)(F)F ethyl 1-(2,2,2-trifluoroethyl)-1H-pyrazolo[3,4-c]pyridine-3-carboxylate